C1N(CCC2=CC=CC=C12)CC(CN1CC2=CC=CC=C2C2(C1)CC2)O 2'-(3-(3,4-dihydroisoquinolin-2(1H)-yl)-2-hydroxypropyl)-2',3'-dihydro-1'H-spiro[cyclopropane-1,4'-isoquinoline]